3-methoxy-2-(prop-1-en-2-yl)isonicotinic acid COC1=C(C(=O)O)C=CN=C1C(=C)C